N1CC(CCC12CCCCC2)C(=O)OC(C)(C)C tert-butyl azaspiro[5.5]undecane-3-carboxylate